diphenyl-iodonium trifluoro-methanesulfonate FC(S(=O)(=O)[O-])(F)F.C1(=CC=CC=C1)[I+]C1=CC=CC=C1